3-cyclopropyl-5-(2-methylthiopyrimidin-4-yl)pyrazolo[1,5-a]pyrimidin-7-ol C1(CC1)C=1C=NN2C1N=C(C=C2O)C2=NC(=NC=C2)SC